5-[[4-(2,2-Difluoroethyl)-6,7-difluoro-1H-indol-5-yl]oxy]-2-fluoro-benzonitrile FC(CC1=C2C=CNC2=C(C(=C1OC=1C=CC(=C(C#N)C1)F)F)F)F